O1C2(C=CC=C1)OCC1=CC(=CC=C12)C#N 3H-spiro[isobenzofurane-1,2'-pyran]-5-nitrile